1-[3-(4-Bromo-2-methyl-2H-pyrazol-3-yl)-4-(2-dimethylamino-ethoxy)-phenyl]-3-(4-fluoro-2-hydroxy-phenyl)-urea BrC1=C(N(N=C1)C)C=1C=C(C=CC1OCCN(C)C)NC(=O)NC1=C(C=C(C=C1)F)O